11-Isobutyl-13,13a-dihydrobenzo[2,3]pyrrolo[2',3':5,6][1,4]diazepino[1,7-a]indol-12(11H)-one C(C(C)C)N1C(CC2C1=NC1=C(N3C2=CC2=CC=CC=C32)C=CC=C1)=O